N-((2,4-dimethoxybenzyl)oxy)-5-ethyl-2-methoxy-N-(4-methylbenzo[d]isoxazol-3-yl)benzenesulfonamide COC1=C(CON(S(=O)(=O)C2=C(C=CC(=C2)CC)OC)C2=NOC3=C2C(=CC=C3)C)C=CC(=C1)OC